(R)-3-(2-(4-phenylpiperazin-1-yl)ethyl)-2,8-dioxaspiro[4.5]decan-1-one C1(=CC=CC=C1)N1CCN(CC1)CC[C@@H]1OC(C2(C1)CCOCC2)=O